CC1(NC([C@]2(C[C@H](N(C2)C(=O)OC(C)(C)C)C(=O)OCC)C1)=O)C 2-(t-Butyl) 3-ethyl (3S,5R)-8,8-dimethyl-6-oxo-2,7-diazaspiro[4.4]nonane-2,3-dicarboxylate